(S)-1-tritylaziridine-2-carboxylic acid methyl ester COC(=O)C1[N@](C1)C(C1=CC=CC=C1)(C1=CC=CC=C1)C1=CC=CC=C1